FC1=C(C=C(C=C1)O)C(=O)N1CC2(C1)CC(C2)N2N=C(C=C2C(F)(F)F)C=2C(=NC=CC2)OC (2-fluoro-5-hydroxyphenyl)(6-(3-(2-methoxypyridin-3-yl)-5-(trifluoromethyl)-1H-pyrazol-1-yl)-2-azaspiro[3.3]heptan-2-yl)methanone